3-((tert-butyldimethylsilyl)oxy)-2-methylaniline [Si](C)(C)(C(C)(C)C)OC=1C(=C(N)C=CC1)C